3-(piperidin-4-yl)-1-isopropyl-1H-pyrazol-5-amine N1CCC(CC1)C1=NN(C(=C1)N)C(C)C